C12(CC1)CNCC1=CC=CC=C12 spiro[2,3-dihydro-1H-isoquinoline-4,1'-cyclopropane]